N-(3-(3-(4-cyano-1-(ethylsulfonyl)piperidin-4-yl)-2-methoxyphenyl)-1-methyl-1H-pyrazolo[3,4-c]pyridin-5-yl)cyclopropanecarboxamide C(#N)C1(CCN(CC1)S(=O)(=O)CC)C=1C(=C(C=CC1)C1=NN(C2=CN=C(C=C21)NC(=O)C2CC2)C)OC